tert-butyl 3-[7-chloro-1-(oxan-2-yl)indazol-3-yl]pyrrolidine-1-carboxylate ClC=1C=CC=C2C(=NN(C12)C1OCCCC1)C1CN(CC1)C(=O)OC(C)(C)C